(2R,6aR,12aS)-2-(2,3-dichloro-6-hydroxyphenyl)-8-hydroxyoctahydro-dipyrido[1,2-a:1',2'-d]pyrazine-6,12(2H,6aH)-dione ClC1=C(C(=CC=C1Cl)O)[C@H]1C[C@@H]2N(C([C@@H]3N(C2=O)CCC(C3)O)=O)CC1